COC1=C(CN2CC=3N=C(N=C(C3C2=O)NC=2C=C(C=CC2)C)N[C@H]2[C@H](CCCC2)NC(OC(C)(C)C)=O)C=CC(=C1)OC tert-butyl (1S,2R)-2-(6-(2,4-dimethoxybenzyl)-5-oxo-4-(m-tolylamino)-6,7-dihydro-5H-pyrrolo[3,4-d]pyrimidin-2-ylamino)cyclohexylcarbamate